bromo-4-nitrophenyl ether BrC1=C(C=CC(=C1)[N+](=O)[O-])OC1=C(C=C(C=C1)[N+](=O)[O-])Br